COC(=O)C=1C=2C(CN(C2C=CC1C=1C=NN(C1C)CC12CC3CC(CC(C1)C3)C2)C=2N=NC(=CC2)NC=2SC3=C(N2)C=CC=C3)(C)C 5-(1-(adamantan-1-ylmethyl)-5-methyl-1H-pyrazol-4-yl)-1-(6-(benzo[d]thiazol-2-ylamino)pyridazin-3-yl)-3,3-dimethylindoline-4-carboxylic acid methyl ester